4-(2-cyclohexylethoxy)-2-(trifluoromethyl)benzamide C1(CCCCC1)CCOC1=CC(=C(C(=O)N)C=C1)C(F)(F)F